P(=O)(OC1=CC=CC=C1)(OC1=CC=CC=C1)OCCOC(C=C)=O diphenyl (2-acryloxyethyl) phosphate